ethyl 2-(5-(5-((3-chloro-4-fluorophenyl)carbamoyl)-1-methyl-1H-imidazol-4-yl)-2-hydroxyoctahydropentalen-2-yl)acetate ClC=1C=C(C=CC1F)NC(=O)C1=C(N=CN1C)C1CC2CC(CC2C1)(O)CC(=O)OCC